BrC=1SC=C(N1)C(F)(F)F 2-bromo-4-(trifluoro-methyl)-1,3-thiazole